C(C(C)C)(=O)OC[C@]1(O[C@H]([C@@H]([C@@H]1O)O)N1C=CC2=C1N=CN=C2N)F ((2S,3S,4R,5R)-5-(4-amino-7H-pyrrolo[2,3-d]pyrimidin-7-yl)-2-fluoro-3,4-dihydroxytetrahydrofuran-2-yl)methyl isobutyrate